NC1=NN2C(C=C(C=C2)C=2C=C(C(=NC2C)OC)C(=O)NCC2=C(C=CC=C2)OC2CCOCC2)=N1 5-{2-amino-[1,2,4]triazolo-[1,5-a]pyridin-7-yl}-2-methoxy-6-methyl-N-{[2-(oxan-4-yloxy)phenyl]-methyl}pyridine-3-carboxamide